C[C@]12[C@H]3CC[C@@]4([C@H](CC[C@H]4[C@@H]3CC[C@@H]2CC(CC1)=O)[C@@H](CCC(=O)O)C)C (R)-4-((5R,8R,9S,10S,13R,14S,17R)-10,13-dimethyl-3-oxohexadecahydro-1H-cyclopenta[a]phenanthren-17-yl)pentanoic acid